3-(2-(dimethylamino)ethyl)-1H-indol-5-ol CN(CCC1=CNC2=CC=C(C=C12)O)C